C(C)OC(CC1=C(C=C(C=C1)C=1C=C2C(=NN=C(C2=CC1)NCC1=C(C=C(C=C1)OC)OC)C)Cl)=O 2-[2-chloro-4-[1-[(2,4-dimethoxyphenyl)methylamino]-4-methylphthalazin-6-yl]phenyl]acetic acid ethyl ester